O1C(=CC2=C1C=CC=C2)[P](C=2OC1=C(C2)C=CC=C1)=O Bis(benzofuran-2-yl)phosphorus oxide